2-(2,5-dimethyl-2-hydroxyphenyl)benzotriazole CC1(C(C=C(C=C1)C)N1N=C2C(=N1)C=CC=C2)O